FC=1C=CC2=C(C3C(O2)C3C(=O)NCC3=NC(=CC=C3)N3CCCC3)C1 2-{[(exo-5-fluoro-1a,6b-dihydro-1H-cyclopropa[b][1]benzofuran-1-carbonyl)amino]methyl}-6-(pyrrolidin-1-yl)pyridine